C(CCC)NC(=O)C1=C(C(=CC=2N1N=CC2)C)NC(=O)C2=CC(=NN2C2=NC=CC=C2Cl)C(F)(F)F N-butyl-6-(1-(3-chloropyridin-2-yl)-3-(trifluoromethyl)-1H-pyrazole-5-carboxamido)-5-methylpyrazolo[1,5-a]pyridine-7-carboxamide